1-(4-fluorophenyl)-5-oxo-N-(5-(trifluoromethyl)thiazol-2-yl)pyrrolidine-3-carboxamide FC1=CC=C(C=C1)N1CC(CC1=O)C(=O)NC=1SC(=CN1)C(F)(F)F